4-hydroxy-2-methyl-1,6-naphthyridine-3-carboxylic acid OC1=C(C(=NC2=CC=NC=C12)C)C(=O)O